(E)-4-bromo-N-(2,6-difluoro-4-(8-(7-hydroxy-2,3-dimethyl-5-(trifluoromethyl)-2H-indazol-6-yl)indolizine-3-carbonyl)phenyl)but-2-enamide BrC/C=C/C(=O)NC1=C(C=C(C=C1F)C(=O)C1=CC=C2C(=CC=CN12)C=1C(=CC2=C(N(N=C2C1O)C)C)C(F)(F)F)F